3-[(1R)-1-hydroxy-2-(methylamino)ethyl]phenol hydrochloride Cl.O[C@@H](CNC)C=1C=C(C=CC1)O